4-(((3R,4R,5R,6R)-4,5-bis(benzyloxy)-6-((benzyloxy)methyl)tetrahydro-2H-pyran-3-yl)methyl)morpholine C(C1=CC=CC=C1)O[C@@H]1[C@@H](CO[C@@H]([C@@H]1OCC1=CC=CC=C1)COCC1=CC=CC=C1)CN1CCOCC1